FC(CN1[C@@H](C2=CC=C3C(=C2C[C@H]1C)C=NN3)C3=C(C=C(C=C3)OC3CN(C3)CCCF)OC)(COC)C (6s,8r)-7-(2-fluoro-3-methoxy-2-methylpropyl)-6-(4-(1-(3-fluoropropyl)azetidin-3-yloxy)-2-methoxyphenyl)-8-methyl-6,7,8,9-tetrahydro-3H-pyrazolo[4,3-f]isoquinoline